(3-Amino-4-methyl-5-(1-methylcyclopropyl)pyridin-2-yl)(7-fluoro-1H-indazol-4-yl)methanone NC=1C(=NC=C(C1C)C1(CC1)C)C(=O)C1=C2C=NNC2=C(C=C1)F